N1,N19-bis((S)-16,20-diamino-15-oxo-4,7,10-trioxa-14-azaicosyl)-4,7,10,13,16-pentaoxanonadecanediamide N[C@H](C(NCCCOCCOCCOCCCNC(CCOCCOCCOCCOCCOCCC(=O)NCCCOCCOCCOCCCNC([C@H](CCCCN)N)=O)=O)=O)CCCCN